NC=1C(=C(C=CC1C(=O)O)C1=CC=C(C=C1)C(=O)O)N diamino-4,4'-dicarboxybiphenyl